C1(=CC=CC=C1)C1=C([C-](C=C1)P(=O)=O)C1=CC=CC=C1.[CH-]1C=CC=C1.[Fe+2] diphenyl-phosphoferrocene